2-(benzo[d]thiazol-6-yl)-4-(4-(difluoromethoxy)phenyl)-6-ethoxypyrido[3,2-c]pyridazin-3(2H)-one S1C=NC2=C1C=C(C=C2)N2N=C1C(=C(C2=O)C2=CC=C(C=C2)OC(F)F)N=C(C=C1)OCC